1-(2-Methoxyethyl)-3-(1-(trifluoromethyl)-1H-pyrazol-4-yl)-1H-pyrrolo[3,2-b]pyridin-5-amine COCCN1C=C(C2=NC(=CC=C21)N)C=2C=NN(C2)C(F)(F)F